triaminobenzene C1=CC(=C(C(=C1)N)N)N